C(N)(=O)C(CN1C(C=2C=CC3=C(C2C1)C=C(C=C3)C(=O)NC3=CC(=CC=C3)C#N)=O)=C 2-(2-carbamoyl-2-methylideneethyl)-N-(3-cyanophenyl)-3-oxo-1H,2H,3H-benzo[e]isoindole-8-carboxamide